C(C)(C)(C)OC(C[Zn])=O.[Br] bromine (2-tert-butoxy-2-oxo-ethyl)zinc